tetraaminophenazine C1=CC=C2C(=C1)N=C3C(=C(C(=C(C3=N2)N)N)N)N